[Zn+2].OC=1C=CC=C2C=CC=NC12.OC=1C=CC=C2C=CC=NC12 bis(8-hydroxyquinoline) zinc (iI)